ethyl-sodium phosphinate [PH2](O)=O.C(C)[Na]